C[C@@H](CCCC(C)C)COS(=O)(=O)[O-] The molecule is the (S)-enantiomer of 2,6-dimethylheptyl sulfate. It has been isolated from Daphnia pulex. It is a conjugate base of a (2S)-2,6-dimethylheptyl hydrogen sulfate. It is an enantiomer of a (2R)-2,6-dimethylheptyl sulfate.